6-chloro-1H-pyrazolo[3,4-b]Pyrazine-3-carboxylic acid ethyl ester C(C)OC(=O)C1=NNC2=NC(=CN=C21)Cl